ClC1=NC(=C2C(=N1)N(N=C2)[C@H]2[C@@H]([C@@H]([C@H](O2)COC(CO)(CO)P(O)(O)=O)O)O)N(C)C2CCCC2 |r| rac-(2-(((2R,3S,4R,5R)-5-(6-chloro-4-(cyclopentyl(methyl)amino)-1H-pyrazolo[3,4-d]pyrimidin-1-yl)-3,4-dihydroxytetrahydrofuran-2-yl)methoxy)-1,3-dihydroxypropan-2-yl)phosphonic acid